S1C(=CC=C1)C1=CC=2N(C=3C=C(C4=C(C3C2C2=C1C=CC=C2)C=CC=C4)C=4SC=CC4)CCCCCC 5,9-bis(thiophen-2-yl)-7-hexyl-7H-dibenzo[c,g]carbazole